4-hydroxy-3'-[(methoxy)thiophenyl]benzophenone OC1=CC=C(C(=O)C2=CC(=CC=C2)C=2SC=CC2OC)C=C1